C1=CC=C(C(=C1)CCl)O chloromethylphenol